methyl 2-[(8R)-5-cyclopropyl-5-azaspiro[3.5]nonan-8-yl]-8-fluoro-3,4-dihydro-1H-isoquinoline-6-carboxylate C1(CC1)N1C2(CCC2)C[C@@H](CC1)N1CC2=C(C=C(C=C2CC1)C(=O)OC)F